(E)-1-(4-hydroxyphenyl)-3-(thiophen-2-yl)prop-2-en-1-one OC1=CC=C(C=C1)C(\C=C\C=1SC=CC1)=O